Cl.COC=1C=CC2=C(N(C(C=N2)=O)C2CCNCC2)N1 6-Methoxy-4-(piperidin-4-yl)pyrido[2,3-b]pyrazin-3(4H)-one HCl Salt